ClC1=C(C=CC=C1)C1=NC(=NC(=C1CC)OC1=CC=C(C=C1)N1CCNCC1)NS(=O)(=O)C=1C=NN(C1)C N-[4-(2-chlorophenyl)-5-ethyl-6-(4-piperazin-1-ylphenoxy)pyrimidin-2-yl]-1-methyl-pyrazole-4-sulfonamide